cyclopropyl-(2-(6-(2-ethyl-5-fluoro-4-hydroxyphenyl)-1H-pyrazolo[4,3-b]pyridine-3-yl)-4,6-dihydropyrrolo[3,4-d]imidazol-5(1H)-yl)ketone C1(CC1)C(=O)N1CC=2NC(=NC2C1)C1=NNC=2C1=NC=C(C2)C2=C(C=C(C(=C2)F)O)CC